1,5-dihydroxynaphthalen OC1=CC=CC2=C(C=CC=C12)O